CN1CCC(CC1)N1CCN(CC1)C1=CC=C(C=C1)NC1=NC=C(C(=N1)N1OCCC1C1=CC=CC=C1)C(F)(F)F N-(4-(4-(1-methylpiperidin-4-yl)piperazin-1-yl)phenyl)-4-(3-phenylisoxazolidine-2-yl)-5-(trifluoromethyl)pyrimidin-2-amine